Cl.FC1=C(C=CC(=C1)F)[C@@H](C1CCNCC1)F (R)-4-((2,4-difluorophenyl)fluoromethyl)piperidine hydrochloride